(3S)-3-((2S)-2-amino-4-(3,3-dimethylazetidin-1-yl)-3-hydroxy-4-oxobutyl)piperidin-2-one trifluoroacetic acid salt FC(C(=O)O)(F)F.N[C@@H](C[C@H]1C(NCCC1)=O)C(C(=O)N1CC(C1)(C)C)O